1-(5-((3-chloro-4-fluorobenzyl)oxy)-2,3-dihydro-1H-inden-1-yl)-azetidine-3-carboxylic acid ClC=1C=C(COC=2C=C3CCC(C3=CC2)N2CC(C2)C(=O)O)C=CC1F